N1=C(C=CC=C1)C=1SC2=C(N1)NC(=C2)C(=O)OCC ethyl 2-(2-pyridyl)-4H-pyrrolo[2,3-d]thiazole-5-carboxylate